(1r,3r)-(3-hydroxycyclopentyl)carbamic acid tert-butyl ester C(C)(C)(C)OC(N[C@H]1C[C@@H](CC1)O)=O